4-[tert-butyl-(dimethyl)silyl]oxocyclohexanol C(C)(C)(C)[Si](C1CC(C(CC1)O)=O)(C)C